BrC=1C(=CC(=C(C1)N(C(OC(C)(C)C)=O)C(=O)OC(C)(C)C)I)F tert-butyl (5-bromo-4-fluoro-2-iodophenyl)(tert-butoxycarbonyl)carbamate